3-aminophenothiazine-5,5-dioxide NC=1C=CC=2NC3=CC=CC=C3S(C2C1)(=O)=O